C(C)(C)(C)C1N(CC[C@H]([C@H]1F)O)C(=O)OC1(CC1)[C@@H]1CC[C@H](CC1)N(CC1=CC=CC=C1)CC1=CC=CC=C1 1-[trans-4-(dibenzylamino)cyclohexyl]cyclopropan-1-ol tert-butyl-(3S,4R)-3-fluoro-4-hydroxypiperidine-1-carboxylate